C(C)(C)N(CCCN)C(C)C 3-(diisopropylamino)propylamine